C(#N)C1=CC=C(CN2CCN(CC2)CCCC2OC(C3=CC=CC=C23)=O)C=C1 3-(3-(4-(4-cyanobenzyl)piperazin-1-yl)propyl)-1(3H)-isobenzofuranone